(2R,3S)-methyl-3-(2-methylphenyl)-1,4-dioxaspiro[4.4]nonane-2-carboxylate COC(=O)[C@@H]1OC2(O[C@H]1C1=C(C=CC=C1)C)CCCC2